ClC1=NC=2CCC(CC2C=C1C#N)(C)C 2-chloro-6,6-dimethyl-5,6,7,8-tetrahydroquinoline-3-carbonitrile